ClC1=C(C=C2C=C(N=CC2=C1)NC(=O)C1C(CC1)C#N)N1CCN(CC1)C1(COCC1F)C N-[7-chloro-6-[4-(4-fluoro-3-methyl-tetrahydrofuran-3-yl)piperazin-1-yl]-3-isoquinolyl]-2-cyano-cyclobutanecarboxamide